methyl 4-iodo-1-(methyl-d3)-3-(5-(1-methyl-4-(methyl-d3)-1H-1,2,3-triazol-5-yl)-3-nitropyridin-2-yl)-1H-pyrazole-5-carboxylate IC=1C(=NN(C1C(=O)OC)C([2H])([2H])[2H])C1=NC=C(C=C1[N+](=O)[O-])C1=C(N=NN1C)C([2H])([2H])[2H]